4-(N,N-DIMETHYLSULFAMOYL)-2-METHYLPHENYLBORONIC ACID B(C1=C(C=C(C=C1)S(=O)(=O)N(C)C)C)(O)O